6-[(E)-but-2-enyl]-4-[4-(morpholine-4-carbonyl)phenyl]-1H-pyrrolo[2,3-c]pyridin-7-one C(\C=C\C)N1C(C2=C(C(=C1)C1=CC=C(C=C1)C(=O)N1CCOCC1)C=CN2)=O